N-(2-(naphthalene-1-yl)acetyl)-S-trityl-L-cysteine C1(=CC=CC2=CC=CC=C12)CC(=O)N[C@@H](CSC(C1=CC=CC=C1)(C1=CC=CC=C1)C1=CC=CC=C1)C(=O)O